C1=CC=CC=2C3=CC=CC=C3N(C12)C1=CC(=C(C=C1)C(C)=O)C 1-(4-(9H-carbazol-9-yl)-2-methylphenyl)ethanone